5-((7-((R)-3-Cyclohexyl-2-methylpropanoyl)-10-hydroxy-7-azaspiro[4.5]decan-10-yl)methyl)-2-ethyl-2,5-dihydro-4H-pyrazolo[3,4-d]pyrimidin-4-one C1(CCCCC1)C[C@H](C(=O)N1CC2(CCCC2)C(CC1)(O)CN1C=NC=2C(C1=O)=CN(N2)CC)C